FC=1C=C2C(=NC1NC=1C=NN3C1CCCC3)NN=C2N 5-fluoro-N6-(4,5,6,7-tetrahydropyrazolo[1,5-a]pyridin-3-yl)-1H-pyrazolo[3,4-b]pyridine-3,6-diamine